tert-butyl 3-((((2,5-dioxopyrrolidin-1-yl)oxy)carbonyl)oxy)azetidine-1-carboxylate O=C1N(C(CC1)=O)OC(=O)OC1CN(C1)C(=O)OC(C)(C)C